(4-carboxy-1,2-phenylene)bis(phenylsulfane) C(=O)(O)C1=CC(=C(C=C1)SC1=CC=CC=C1)SC1=CC=CC=C1